N1=CC=CC=2CN(CCC12)C1=CC(=C(C(=C1)C)NC(CC(C)(C)C)=O)SCC N-(4-(7,8-dihydro-1,6-naphthyridine-6(5H)-yl)-2-(ethylthio)-6-methylphenyl)-3,3-dimethylbutyramide